N-((1r,4r)-4-(2-Methoxyethoxy)cyclohexyl)-8,9-dimethyl-5,6-dihydrobenzo[f]imidazo[1,5-d][1,4]oxazepine-10-carboxamide COCCOC1CCC(CC1)NC(=O)C=1C(=C(C2=C(C=3N(CCO2)C=NC3)C1)C)C